BrC1=CC=CC(=N1)C1=CN=C2N1C=C(N=C2)N2CC(CC2)(F)F 3-(6-bromo-2-pyridyl)-6-(3,3-difluoropyrrolidin-1-yl)imidazo[1,2-a]pyrazine